C(C1=CC=CC=C1)[N+](CCO)(C)C benzyldimethyl-(2-hydroxyethyl)ammonium